1-(isoquinolin-5-yl)-N2,N2-dimethylethane-1,2-diamine C1=NC=CC2=C(C=CC=C12)C(CN(C)C)N